ClC1=CC=C(C=C1)C1=NC2=C(N1CC1=CC=CC=C1)C=C(C=C2)C 2-(4-Chlorophenyl)-6-methyl-1-benzyl-1H-benzo[d]imidazole